O([C@H]1[C@H](O)[C@@H](O)[C@H](O)[C@H](O1)C(=O)[O-])C1=CNC2=CC(=C(C(=C12)Br)OCC1[C@H]2CCC#CCC[C@@H]12)Br.[Na+] Sodium 5-{[(1R,8S,9s)-bicyclo[6.1.0]non-4-yn-9-yl]methoxy}-4,6-dibromo-1H-indole-3-yl β-D-glucopyranosiduronate